1-[4-(difluoromethoxy)phenyl]cyclopropane-1-carboxylic acid FC(OC1=CC=C(C=C1)C1(CC1)C(=O)O)F